[Na].C(C)(C)(C)[C@H]1CC12CNC(C2)CO tert-butyl-(R)-6-(hydroxymethyl)-5-azaspiro[2.4]heptane sodium